O[C@H]1C[C@H]2C[C@@H]([C@H]3[C@@H]4CC[C@H]([C@@H](CCCC(C)C)C)[C@]4(CC[C@@H]3[C@]2(CC1)C)C)O 3a,7beta-dihydroxy-5beta-cholestane